N-(5-(3,5-difluorophenyl)-6,7-dihydro-5H-pyrrolo[1,2-a]imidazol-2-yl)-2-hydroxypropanamide FC=1C=C(C=C(C1)F)C1CCC=2N1C=C(N2)NC(C(C)O)=O